5-(2-thienoyl)amino-3-(1-azabicyclo[5.4.0]undec-3-en-4-yl)-benzothiophene S1C(=CC=C1)C(=O)NC=1C=CC2=C(C(=CS2)C2=CCN3CCCCC3CC2)C1